tert-Butyl N-[3-[[3-(benzyloxycarbonylamino)-2-hydroxypropyl] amino]propyl]carbamate C(C1=CC=CC=C1)OC(=O)NCC(CNCCCNC(OC(C)(C)C)=O)O